diethyl 4-cyclohexyl-2,6-dimethyl-1,4-dihydropyridine-3,5-dicarboxylate C1(CCCCC1)C1C(=C(NC(=C1C(=O)OCC)C)C)C(=O)OCC